4-aminononylphosphonic acid NC(CCCP(O)(O)=O)CCCCC